GON-An C1C[C@H]2CC[C@H]3[C@@H](CCC4CCCC[C@H]34)[C@@H]2C1